4-aminocyclohexan-1-one NC1CCC(CC1)=O